C(CCCCCCCCCCCCCCCCCCC)C(C(=O)O)C.C(CC)(=O)O.C(CCCCCCCCCCCCCCCCCCC)O eicosanol propionate (arachidyl-propionate)